methyl (R)-4-((3-cyano-6-(3-(3-methyl-2-oxoimidazolidin-1-yl)piperidin-1-yl)pyrazin-2-yl)amino)benzoate C(#N)C=1C(=NC(=CN1)N1C[C@@H](CCC1)N1C(N(CC1)C)=O)NC1=CC=C(C(=O)OC)C=C1